4-chloro-phenylalanine ClC1=CC=C(C[C@H](N)C(=O)O)C=C1